BrC=1C=C(C=NC1)[C@H](C)N (1S)-1-(5-bromopyridin-3-yl)ethan-1-amine